C1(=CC=C(C=C1)CC1(C2=CC=CC=C2C=2C=CC=CC12)N=[N+]=[N-])C1=CC=CC=C1 9-([1,1'-biphenyl]-4-ylmethyl)-9-azido-9H-fluorene